3-chloro-2-(6-((3-hydroxycyclobutyl)amino)pyridazin-3-yl)-5-(trifluoromethyl)phenol ClC=1C(=C(C=C(C1)C(F)(F)F)O)C=1N=NC(=CC1)NC1CC(C1)O